9,9',9''-(2,4-difluoro-6-(trifluoromethyl)benzene-1,3,5-triyl)tris(3,6-dimethyl-9H-carbazole) FC1=C(C(=C(C(=C1N1C2=CC=C(C=C2C=2C=C(C=CC12)C)C)F)N1C2=CC=C(C=C2C=2C=C(C=CC12)C)C)C(F)(F)F)N1C2=CC=C(C=C2C=2C=C(C=CC12)C)C